C(C)(C)(C)C1=CC=C(C=C1)C#CC(C#C\C(=C/C=O)\C1=CC=CC=C1)(O)C1=CC(=CC(=C1)C)C (Z)-8-(4-(tert-butyl)phenyl)-6-(3,5-dimethylphenyl)-6-hydroxy-3-phenyloctane-2-en-4,7-diyne-1-al